ethyl-2-amino-3-[(2,5-dibromothiophene-3-sulfonyl)amino]propanoate C(C)OC(C(CNS(=O)(=O)C1=C(SC(=C1)Br)Br)N)=O